((1R,3R)-3-amino-1-hydroxy-4-methylpentyl) thiazole-4-carboxylate hydrochloride Cl.S1C=NC(=C1)C(=O)O[C@H](C[C@H](C(C)C)N)O